ClC=1N=C(SC1)C=1N=NN(C1)[C@@H]1[C@H]([C@@H](SC=2C(=NC=C(C2)Br)C(N(C)C)=O)O[C@@H]([C@@H]1O)CO)OCC 5-bromo-2-(N,N-dimethylcarbamoyl)-3-pyridinyl 3-[4-(4-chlorothiazol-2-yl)-1H-1,2,3-triazol-1-yl]-3-deoxy-2-O-ethyl-1-thio-alpha-D-galactopyranoside